4-(5-(2-(3,4-dimethoxyphenyl)-3-isopropyl-1H-indol-5-yl)-1,3,4-oxadiazol-2-yl)piperidine-1-carboxylic acid tert-butyl ester C(C)(C)(C)OC(=O)N1CCC(CC1)C=1OC(=NN1)C=1C=C2C(=C(NC2=CC1)C1=CC(=C(C=C1)OC)OC)C(C)C